CC1=C(C=2N(N=C1N1CC=3C=C(C=NC3CC1)OCC(C)C)C=NN2)C 6-(7,8-dimethyl-[1,2,4]triazolo[4,3-b]pyridazin-6-yl)-3-isobutoxy-5,6,7,8-tetrahydro-1,6-naphthyridine